3-amino-3-[(hept-2-yl)carbamoyl]propionic acid NC(CC(=O)O)C(NC(C)CCCCC)=O